methyl-(R)-2-(1-(2-ethyl-6-(1-methyl-5-(((methylsulfonyl)oxy)methyl)-1H-1,2,3-triazol-4-yl)pyridin-3-yl)piperidin-3-yl)acetate COC(C[C@@H]1CN(CCC1)C=1C(=NC(=CC1)C=1N=NN(C1COS(=O)(=O)C)C)CC)=O